P(=O)([O-])([O-])[O-].[Sn+4].[Sn+4].[K+].P(=O)([O-])([O-])[O-].P(=O)([O-])([O-])[O-] potassium ditin phosphate